6-(diethylphosphoryl)-N-{(1R)-1-[3-(difluoromethyl)-2-fluorophenyl]ethyl}-2-methylpyrido[3,4-d]pyrimidin-4-amine C(C)P(=O)(CC)C1=CC2=C(N=C(N=C2N[C@H](C)C2=C(C(=CC=C2)C(F)F)F)C)C=N1